3-[2-amino-5-[2,6-bis(trideuteromethyl)-4-pyridinyl]thiazol-4-yl]benzonitrile NC=1SC(=C(N1)C=1C=C(C#N)C=CC1)C1=CC(=NC(=C1)C([2H])([2H])[2H])C([2H])([2H])[2H]